N[C@@H](CC(=O)OCC)C=1C=C(C=C(C1F)C(F)(F)F)C1=C(C=CC=C1C)C (S)-ethyl 3-amino-3-(4-fluoro-2',6'-dimethyl-5-(trifluoromethyl)biphenyl-3-yl)propanoate